bis-[4-(phenylsulfonyloxy)-3-ethyl-phenyl]urea C1(=CC=CC=C1)S(=O)(=O)OC1=C(C=C(C=C1)NC(NC1=CC(=C(C=C1)OS(=O)(=O)C1=CC=CC=C1)CC)=O)CC